N-(4-((2-amino-3-ethynylpyridin-4-yl)oxy)-3,5-difluorophenyl)-1-(pyridazine-3-yl)-5-(Trifluoromethyl)-1H-pyrazole-4-carboxamide NC1=NC=CC(=C1C#C)OC1=C(C=C(C=C1F)NC(=O)C=1C=NN(C1C(F)(F)F)C=1N=NC=CC1)F